O=C(CC[C@H]1NC(OC1)=O)N1CC(C1)NCC1=CC=C(C=C1)C(F)(F)F (4R)-4-[3-Oxo-3-[3-[[4-(trifluoromethyl)phenyl]methylamino]azetidin-1-yl]propyl]oxazolidin-2-one